2-(1-{2,6-difluoro-4-[7-(prop-2-yl)-7H-pyrrolo[2,3-d]pyrimidin-4-yl]phenyl}piperidin-4-yl)acetic acid FC1=C(C(=CC(=C1)C=1C2=C(N=CN1)N(C=C2)C(C)C)F)N2CCC(CC2)CC(=O)O